(5-(5-(1-cyano-2,3-dihydro-1H-inden-4-yl)-6-methoxy-1-(4-methoxybenzyl)-1H-pyrazolo[4,3-B]pyridin-3-yl)pyridin-2-yl)pyrrolidine-1-carboxylic acid tert-butyl ester C(C)(C)(C)OC(=O)N1C(CCC1)C1=NC=C(C=C1)C1=NN(C=2C1=NC(=C(C2)OC)C2=C1CCC(C1=CC=C2)C#N)CC2=CC=C(C=C2)OC